1-((3-((3R,5R)-5-(4-chlorophenyl)tetrahydro-furan-3-yl)-1,2,4-oxadiazol-5-yl)methyl)-2,7-dimethyl-1,7-dihydro-6H-purin-6-one ClC1=CC=C(C=C1)[C@H]1C[C@@H](CO1)C1=NOC(=N1)CN1C(=NC=2N=CN(C2C1=O)C)C